ClC1=C(C(=CC=C1)F)C1=NC=2C=NNC2C=2C=NN3CCN1C23 8-(2-chloro-6-fluoro-phenyl)-3,4,7,9,12,13-hexazatetracyclo[7.5.1.02,6.012,15]pentadeca-1(15),2(6),4,7,13-pentaen